cycloheptyl bromoformate BrC(=O)OC1CCCCCC1